7-Bromo-1-(2-methoxypyridin-3-yl)-6-methyl-1,4-dihydroquinoxaline-2,3-dione BrC1=C(C=C2NC(C(N(C2=C1)C=1C(=NC=CC1)OC)=O)=O)C